tert-butyl 6-fluoro-1,4-diazepane-1-carboxylate FC1CNCCN(C1)C(=O)OC(C)(C)C